FC1=CC=C(CC=2C=C(C=CC2)[C@@H]2N(OCC2)C2=CC(=NC=N2)NC=2C(=CC(=C(C2)NC(C=C)=O)N2CCN(CC2)C)OC)C=C1 (R)-N-(5-((6-(3-(3-(4-fluorobenzyl)phenyl)isoxazolidin-2-yl)pyrimidin-4-yl)amino)-4-methoxy-2-(4-methylpiperazin-1-yl)phenyl)acryl-amide